(R)-8-cyclopentyl-2-{{1-[2-(4-cyclopentylpiperazin-1-yl)acetyl]-5-methoxyindol-6-yl}amino}-7-ethyl-5-methyl-7,8-dihydropterin C1(CCCC1)N1C(CN(C=2C(N[C@](NC12)(N)NC1=C(C=C2C=CN(C2=C1)C(CN1CCN(CC1)C1CCCC1)=O)OC)=O)C)CC